(4aR,8aS)-6-[3-[[2-fluoro-4-(trifluoromethyl)phenyl]methoxy]azetidine-1-carbonyl]-4,4a,5,7,8,8a-hexahydropyrido[4,3-b][1,4]oxazin-3-one FC1=C(C=CC(=C1)C(F)(F)F)COC1CN(C1)C(=O)N1C[C@@H]2[C@@H](OCC(N2)=O)CC1